1-[4-({3-methyl-4-[(1-methyl-1,3-benzodiazol-5-yl)oxy]phenyl}amino)pyrido[3,4-d]pyrimidin-6-yl]-3-methylidenepiperidin-2-one CC=1C=C(C=CC1OC1=CC2=C(N(C=N2)C)C=C1)NC=1C2=C(N=CN1)C=NC(=C2)N2C(C(CCC2)=C)=O